C(C)(=O)[O-].C(C)[N+](CC)(CC)CC tetraethyl-ammonium acetate